FC(C=1C=C(CN2C=CC3=CC=C(C=C23)N)C=CC1)(F)F 1-(3-(Trifluoromethyl)benzyl)-1H-indol-6-amine